FC=1C(=C(C=CC1F)[C@H]1[C@@H](O[C@]([C@H]1C)(C(F)(F)F)C)C1=CC(=C(C=N1)CO)OC)OC (6-((2R,3S,4S,5R)-3-(3,4-difluoro-2-methoxyphenyl)-4,5-dimethyl-5-(trifluoromethyl)tetrahydrofuran-2-yl)-4-methoxypyridin-3-yl)methanol